ClC=1N=CC2=C(N1)N(CC=C2C)C2CCCC2 2-chloro-8-cyclopentyl-5-methyl-8H-pyrido[2,3-d]pyrimidine